CC1(COCC1)NC1=NC(=CC=C1NC1COCC1)C1=NC=CC=C1 N2-(3-methyltetrahydrofuran-3-yl)-6-(2-pyridyl)-N3-tetrahydrofuran-3-yl-pyridine-2,3-diamine